Methyl 1-(1-(5-cyanothiophen-3-yl)-4-(5-nitrothiophene-2-carboxamido)-1H-pyrazolo[3,4-d]pyrimidin-6-yl)-1H-pyrrole-3-carboxylate C(#N)C1=CC(=CS1)N1N=CC=2C1=NC(=NC2NC(=O)C=2SC(=CC2)[N+](=O)[O-])N2C=C(C=C2)C(=O)OC